N=1C=NN2C1C=C(C=C2)ONC2=CC(=CC=C2)C ([1,2,4]triazolo[1,5-a]pyridine-7-yloxy)-3-methylaniline